N-(2-Amino-2-methylpropyl)-6-(5-bromo-3-methyl-1H-indol-2-yl)pyrazine-2-carboxamide NC(CNC(=O)C1=NC(=CN=C1)C=1NC2=CC=C(C=C2C1C)Br)(C)C